BrC1=CC=C2C(=N1)C(=CN2S(=O)(=O)C2=CC=C(C=C2)C)C(C)C 5-bromo-3-isopropyl-1-p-methylbenzenesulfonyl-pyrrolo[3,2-b]pyridine